tert-Butyl 6-((4-(3-(pyridin-3-yl)-1H-pyrazol-4-yl)pyrimidin-2-yl)amino)-3,4-dihydroisoquinoline-2(1H)-carboxylate N1=CC(=CC=C1)C1=NNC=C1C1=NC(=NC=C1)NC=1C=C2CCN(CC2=CC1)C(=O)OC(C)(C)C